4-(2-(2-(1-cyclopropyl-1H-pyrazol-4-yl)-6-methylmorpholino)-7-methyl-8-oxo-6-(trifluoromethyl)-7,8-dihydropyrimido[5,4-d]pyrimidin-4-yl)-3-fluorobenzonitrile C1(CC1)N1N=CC(=C1)C1OC(CN(C1)C=1N=C(C2=C(N1)C(N(C(=N2)C(F)(F)F)C)=O)C2=C(C=C(C#N)C=C2)F)C